ethyl-2-oxo-1,2-dihydroquinoline-3-carboxylic acid C(C)N1C(C(=CC2=CC=CC=C12)C(=O)O)=O